Naphthalen-2-ylmethyl (R)-spiro[2.2]pentane-1-carboxylate [C@H]1(CC12CC2)C(=O)OCC2=CC1=CC=CC=C1C=C2